FC(C1=CC=C(C=N1)CNC1CC1)F N-((6-(difluoromethyl)pyridin-3-yl)methyl)cyclopropanamine